C(C(O)C(C(=O)[O-])CC(=O)[O-])(=O)[O-] ISOCITRAT